NC=1C(=NC(=NC1C1=C2C=NNC2=CC=C1C)C=1C(=NC=C(C1)F)N[C@H]1[C@@H](COCC1)O)C(=O)N 5-amino-2-[5-fluoro-2-[[(3s,4r)-3-hydroxytetrahydropyran-4-yl]amino]-3-pyridinyl]-6-(5-methyl-1H-indazol-4-yl)pyrimidine-4-carboxamide